bicyclo[2.2.2]octane-1,4-dicarboxylic acid [4-(1-carbamimidoyl-1,2,3,6-tetrahydro-pyridin-4-yl)-phenyl]-amide (6-guanidinomethyl-pyridin-3-yl)-amide N(C(=N)N)CC1=CC=C(C=N1)NC(=O)C12CCC(CC1)(CC2)C(=O)NC2=CC=C(C=C2)C=2CCN(CC2)C(N)=N